C(C)OC(=O)C=1C(=NN(C1)CS(=O)(=O)C)Cl 3-chloro-1-((methylsulfonyl)methyl)-1H-pyrazole-4-carboxylic acid ethyl ester